C(C)(C)(C)OC(=O)NC12COC(C1)(C2)C(=O)O 4-((tert-butoxycarbonyl)amino)-2-oxabicyclo[2.1.1]hexane-1-carboxylic acid